COC1=C(C(=CC=C1)C)N1C[C@@H](CC1)N1C(N(C=2C(NC=CC21)=O)CC2=C(C=CC=C2)C(F)(F)F)=O 1-[(R)-1-(2-methoxy-6-methyl-phenyl)-pyrrolidin-3-yl]-3-(2-trifluoromethyl-benzyl)-3,5-dihydro-1h-imidazo[4,5-c]pyridine-2,4-dione